CC(C)(C1=CC=C(C=C1)OCC(COCC#CCO)O)C1=CC=C(C=C1)OCC(COCC#CCO)O ((((propane-2,2-diylbis(4,1-phenylene))bis(oxy))bis(2-hydroxypropane-3,1-diyl))bis(oxy))bis(but-2-yn-1-ol)